OC1=C2CC(C(C2=CC=C1)=O)=CC1=CC(=C(C(=C1)OC)O)OC 4-hydroxy-2-(4-hydroxy-3,5-dimethoxybenzylidene)-2,3-dihydro-1H-indenone